bis(difluoroiodoacetyl) peroxide FC(C(=O)OOC(C(I)(F)F)=O)(I)F